ClCC(=O)OC(C)(C)C tert-butyl chloroacetate